C(C1CO1)OCCCC=C[SiH](OC)OC γ-glycidoxypropylvinyldimethoxysilane